(2R)-1,1-Difluoro-2-{5-[1-methyl-3-(trifluoromethyl)-1H-pyrazol-5-yl]-1,2,4-oxadiazol-3-yl}-6-azaspiro[2.5]octan-6-sulfonamid FC1([C@H](C12CCN(CC2)S(=O)(=O)N)C2=NOC(=N2)C2=CC(=NN2C)C(F)(F)F)F